4-aminomethylcyclohexanecarboxylic acid NCC1CCC(CC1)C(=O)O